ClC=1C=C(C=CC1C(=O)N1CCN(CC1)C(=O)C1CCNCC1)NC(=O)C=1N(C(=CN1)C=1C(=NC(=CC1)Cl)Cl)C N-[3-chloro-4-[4-(piperidine-4-carbonyl)piperazine-1-carbonyl]phenyl]-5-(2,6-dichloro-3-pyridinyl)-1-methyl-imidazole-2-carboxamide